3-(2-Chloro-4-fluorophenoxy)-N-(3-oxo-2,3-dihydro-1H-isoindol-5-yl)-6-(trifluoromethyl)pyridazine-4-carboxamide ClC1=C(OC=2N=NC(=CC2C(=O)NC=2C=C3C(NCC3=CC2)=O)C(F)(F)F)C=CC(=C1)F